COC(=O)[C@H]1N(C[C@H](C1)OS(=O)(=O)C1=CC=C(C=C1)C(F)(F)F)C(=O)OC(C)(C)C (2S,4S)-4-(((4-(trifluoromethyl)phenyl)-sulfonyl)oxy)-pyrrolidine-1,2-dicarboxylic acid 1-(tert-butyl) ester 2-methyl ester